ClC1=NC(=CC(=C1)C(C1=CC=C(C(=O)OC)C=C1)O)Cl Methyl 4-[(2,6-dichloro-4-pyridyl)-hydroxy-methyl]benzoate